NCCC#CC1=C(C(=O)OC)C=C(C=C1)N1CCNCC1 methyl 2-(4-aminobut-1-yn-1-yl)-5-(piperazin-1-yl)benzoate